N-(4-cyclobutyl-1-methyl-3-phenoxy-1H-pyrazol-5-yl)-3,3-dimethylbutanamide C1(CCC1)C=1C(=NN(C1NC(CC(C)(C)C)=O)C)OC1=CC=CC=C1